N,N-bis(2-acetoxyethyl)-2-(2-oxopropoxycarbonyl)ethylamine C(C)(=O)OCCN(CCOC(C)=O)CCC(=O)OCC(C)=O